C(C=C)C1N(C(C2=CC=C(C=C12)Br)=O)CCC=C 3-Allyl-5-bromo-2-(but-3-en-1-yl)isoindolin-1-one